(R)-6-bromo-4-(bromomethyl)-1-(1-(2,4-dichlorophenyl)ethyl)-1H-benzo[d][1,2,3]triazole BrC=1C=C(C2=C(N(N=N2)[C@H](C)C2=C(C=C(C=C2)Cl)Cl)C1)CBr